(1S,3S)-3-((2-methyl-6-(1-methyl-5-(((4-(methyl(propyl)amino)pyrimidin-2-yl)amino)methyl)-1H-1,2,3-triazol-4-yl)pyridin-3-yl)oxy)cyclohexane-1-carboxylic acid CC1=NC(=CC=C1O[C@@H]1C[C@H](CCC1)C(=O)O)C=1N=NN(C1CNC1=NC=CC(=N1)N(CCC)C)C